COC(CC1=C(C=CC=C1C(=C)C)C1=CC(=NC=C1)F)=O.FC1=NC=CC(=C1)C1=C(C(=CC=C1)C(C)C)CC(=O)OC methyl 2-(2-(2-fluoropyridin-4-yl)-6-isopropylphenyl)acetate Methyl-2-(2-(2-fluoropyridin-4-yl)-6-(prop-1-en-2-yl)phenyl)acetate